2-(2,6-dibenzhydryl-4-methylphenyl)-5-mesitylimidazo[1,5-a]pyridine-3(2H)-selenone C(C1=CC=CC=C1)(C1=CC=CC=C1)C1=C(C(=CC(=C1)C)C(C1=CC=CC=C1)C1=CC=CC=C1)N1C(N2C(C=CC=C2C2=C(C=C(C=C2C)C)C)=C1)=[Se]